CC1=CC=C(C=C1)S(=O)(=O)OC=1C2=C(N=C(N1)OCC13CCCN3C[C@@H](C1)F)CN(CC2)C2=CC(=CC1=CC=C(C(=C21)CC)F)OCC2=CC=CC=C2 7-(3-(benzyloxy)-8-ethyl-7-fluoronaphthalen-1-yl)-2-(((2R-5aS)-2-fluorohexahydro-1H-pyrrolizin-7a-yl)methoxy)-5,6,7,8-tetrahydropyrido[3,4-d]pyrimidin-4-yl 4-methylbenzenesulfonate